ClC1=NC(=C2N=CN(C2=N1)[C@@H]1[C@@H]2[C@]([C@@H]3[C@H]1OC(O3)(C)C)(C2)CCl)NC(C2CCCC2)C2CCCC2 2-Chloro-9-((3aR,3bS,4aS,5R,5aS)-3b-(chloromethyl)-2,2-dimethylhexahydrocyclopropa[3,4]cyclopenta[1,2-d][1,3]dioxol-5-yl)-N-(dicyclopentylmethyl)-9H-purin-6-amine